CC1COC2=C1C=C(C=C2)S(=O)(=O)N2CCC=CC2 1-((3-methyl-2,3-dihydrobenzofuran-5-yl)sulfonyl)-1,2,3,6-tetrahydropyridin